ClC1=CC=C(C=C1)C(C(=O)N1CC(CCC1)O)N1C=NC2=C(C1=O)C=NN2 5-(1-(4-chlorophenyl)-2-(3-hydroxypiperidin-1-yl)-2-oxoethyl)-1,5-dihydro-4H-pyrazolo[3,4-d]pyrimidin-4-one